O=C1C(CC2=CC=CC=C12)C(=O)O 1-oxo-2,3-dihydro-1H-indene-2-carboxylic acid